NC=1C=2N(C3=CC(=C(C=C3N1)F)C(=O)N([C@@H]1CO[C@@H](C3=CC(=CC=C13)C(F)(F)F)C)C)C=NC2 |r| Rac-4-amino-7-fluoro-N-methyl-N-((1R,4S)-1-methyl-7-(trifluoromethyl)isochroman-4-yl)imidazo[1,5-a]quinoxaline-8-carboxamide